C(C(C)C)C1C(CC1)=O 2-isobutyl-cyclobutanone